(R)-3-(5-(1-hydroxyethyl)-2-nitrophenoxy)-N,N-dimethylbenzamide O[C@H](C)C=1C=CC(=C(OC=2C=C(C(=O)N(C)C)C=CC2)C1)[N+](=O)[O-]